The molecule is a hydrate that is the hexahydrate form of ferrous ammonium sulfate. Acts as an iron ion donor for building Fe-S clusters in vitro. It is a hydrate and an iron molecular entity. It contains a ferrous ammonium sulfate (anhydrous). [NH4+].[NH4+].O.O.O.O.O.O.[O-]S(=O)(=O)[O-].[O-]S(=O)(=O)[O-].[Fe+2]